NC1=C(C(=C(C=C1F)N1CCN(CC1)C(=O)OC(C)(C)C)C)F tert-butyl 4-(4-amino-3,5-difluoro-2-methylphenyl)piperazine-1-carboxylate